(R)-ethyl 2-amino-2-phenylacetate N[C@@H](C(=O)OCC)C1=CC=CC=C1